[Si](C)(C)(C(C)(C)C)OCCC1(CN(C(C1)=O)C=1C=CC=2OCC(NC2N1)=O)NC(OCC1=CC=CC=C1)=O Benzyl N-[3-[2-[tert-butyl(dimethyl)silyl]oxyethyl]-5-oxo-1-(3-oxo-4H-pyrido[3,2-b][1,4]oxazin-6-yl)pyrrolidin-3-yl]carbamate